N(=C=O)C1CC(CC(C1)(C)CN=C=O)(C)C 5-isocyanato-1-(isocyanatomethyl)1,3,3-trimethyl-cyclohexane